C(C(C)C)C1=CC=C(C=C1)[C@@H](C(=O)NCCCCCN1CC(OB(OC(C1)=O)[C@H](CC(C)C)NC([C@H](CC1=CC=CC=C1)NC(=O)C1=NC=CN=C1)=O)=O)C N-((S)-1-(((R)-1-(6-(5-((S)-2-(4-isobutylphenyl)propanamido)pentyl)-4,8-dioxo-1,3,6,2-dioxazaborocan-2-yl)-3-methylbutyl)amino)-1-oxo-3-phenylpropan-2-yl)pyrazine-2-carboxamide